ClC=1C=C(C(=O)NC)C=CC1C1C(C1)C=1C2=C(N=C(N1)C)SC=C2 3-chloro-N-methyl-4-(2-(2-methylthieno[2,3-d]pyrimidin-4-yl)cyclopropyl)benzamide